ClC1=CC=C(C=C1)C1=N[C@H](C=2N(C3=C1C(=C(S3)C)C)C(=NN2)C)CC(=O)OCC2=CC=C(C=C2)C(NC2=C(C=CC=C2)NC(=O)OC(C)(C)C)=O 4-((2-((tert-butoxycarbonyl)amino)phenyl)carbamoyl)benzyl (S)-2-(4-(4-chlorophenyl)-2,3,9-trimethyl-6H-thieno[3,2-f][1,2,4]triazolo[4,3-a][1,4]diazepin-6-yl)acetate